N-(3-Cyano-4-fluoro-1H-indol-7-yl)-1-(3-hydroxypropyl)pyrazol-4-sulfonamid C(#N)C1=CNC2=C(C=CC(=C12)F)NS(=O)(=O)C=1C=NN(C1)CCCO